tert-Butyl 4-(3-(2,4-dioxotetrahydropyrimidin-1(2H)-yl)-5-fluoro-1-methyl-1H-indazol-6-yl)-3,3-difluoropiperidine-1-carboxylate O=C1N(CCC(N1)=O)C1=NN(C2=CC(=C(C=C12)F)C1C(CN(CC1)C(=O)OC(C)(C)C)(F)F)C